COC1=NN=C(S1)NC(C1=CN=C(C=C1C1=C(C=C(C(=C1)C)[S@@](=O)C)OC)C)=O (S)-N-(5-methoxy-1,3,4-thiadiazol-2-yl)-4-(2-methoxy-5-methyl-4-(methylsulfinyl)phenyl)-6-methylnicotinamide